benzyl 4-(2-{[(tert-butoxy) carbonyl] amino} ethyl)-4-methoxypiperidine-1-carboxylate C(C)(C)(C)OC(=O)NCCC1(CCN(CC1)C(=O)OCC1=CC=CC=C1)OC